4-(3-((((1S,3R)-3-amino-cyclopentyl)methyl)amino)-1-(4-methoxyphenyl)-1H-pyrazol-5-yl)-2-fluorobenzonitrile N[C@H]1C[C@H](CC1)CNC1=NN(C(=C1)C1=CC(=C(C#N)C=C1)F)C1=CC=C(C=C1)OC